3,4-dichloro-5-methyl-N-(4-(5-oxo-4,5-dihydro-1,2,4-oxadiazol-3-yl)-2-(pyrrolidin-1-yl)phenyl)-1H-pyrrole-2-carboxamide ClC1=C(NC(=C1Cl)C)C(=O)NC1=C(C=C(C=C1)C1=NOC(N1)=O)N1CCCC1